NC1=NC2=CC(=CC=C2C=C1CCCCC)C=1C=C(C=CC1)S(=O)(=O)N1CC(C1)CNC([O-])=O ((1-((3-(2-amino-3-pentylquinolin-7-yl)phenyl)sulfonyl)azetidin-3-yl)methyl)carbamate